(4-(1H-Imidazol-2-yl)piperidin-1-yl)(4'-(trifluoromethyl)-[1,1'-biphenyl]-4-yl)methanon N1C(=NC=C1)C1CCN(CC1)C(=O)C1=CC=C(C=C1)C1=CC=C(C=C1)C(F)(F)F